(3R)-1-({1-Methyl-2-[1-(2,2,2-trifluoroethyl)-1H-indol-2-yl]-1H-benzimidazol-5-yl}carbonyl)-3-piperidinamine, hydrochloride salt Cl.CN1C(=NC2=C1C=CC(=C2)C(=O)N2C[C@@H](CCC2)N)C=2N(C1=CC=CC=C1C2)CC(F)(F)F